N-(2-methoxyethyl)-N-(2,2,2-trifluoroethyl)piperidin-4-amine trifluoroacetate salt FC(C(=O)O)(F)F.COCCN(C1CCNCC1)CC(F)(F)F